(E)-N-(2-amino-4-fluorophenyl)-4-(3-benzylidene-2,5-diketopyrrolidinyl)butanamide NC1=C(C=CC(=C1)F)NC(CCCN1C(/C(/CC1=O)=C/C1=CC=CC=C1)=O)=O